4-(tert-butoxycarbonyl)-6,6-dimethylmorpholine-2-carboxylic acid C(C)(C)(C)OC(=O)N1CC(OC(C1)(C)C)C(=O)O